1-(4-amino-6-(trifluoromethyl)pyridin-2-yl)ethan-1-ol NC1=CC(=NC(=C1)C(F)(F)F)C(C)O